5-(3-bromobenzyloxy)thiophene-2-formaldehyde BrC=1C=C(COC2=CC=C(S2)C=O)C=CC1